3-amino-1,5-naphthalenedisulfonic acid monosodium salt [Na+].NC=1C=C(C=2C=CC=C(C2C1)S(=O)(=O)O)S(=O)(=O)[O-]